FC(CC[C@H]1C[C@@H]2N(CCN(C2)C2=NC=C(C#N)C=C2)C1=O)(C1=CC(=NC=C1)OC)F 6-((7S,8aS)-7-(3,3-difluoro-3-(2-methoxypyridin-4-yl)propyl)-6-oxohexahydropyrrolo[1,2-a]pyrazin-2(1H)-yl)nicotinonitrile